(2S)-4-hydroxypyrrolidine-2-carboxylic acid [8-(1-hexylheptyloxy)-8-oxo-octyl] ester C(CCCCC)C(CCCCCC)OC(CCCCCCCOC(=O)[C@H]1NCC(C1)O)=O